2-[2-[4-[(7-Chloro-4-oxo-3H-pyrido[4,3-d]pyrimidin-5-yl)amino]indol-1-yl]ethoxyl-ethoxy]acetic acid ClC1=CC=2N=CNC(C2C(=N1)NC1=C2C=CN(C2=CC=C1)CCOCCOCC(=O)O)=O